(3S)-4-[(3S)-1-acetyl-2-oxopyrrolidin-3-yl]-3-({N-[(4-methoxy-1H-indol-2-yl) carbonyl]-L-leucyl} amino)-2-oxobutyl piperidine-1-carboxylate N1(CCCCC1)C(=O)OCC([C@H](C[C@H]1C(N(CC1)C(C)=O)=O)NC([C@@H](NC(=O)C=1NC2=CC=CC(=C2C1)OC)CC(C)C)=O)=O